5-(methylamino)-1-[(3S,5R)-1-(prop-2-enoyl)-5-[(trifluoromethoxy)methyl]Pyrrolidin-3-yl]Pyrazole-4-carboxamide CNC1=C(C=NN1[C@@H]1CN([C@H](C1)COC(F)(F)F)C(C=C)=O)C(=O)N